(E)-1-(4-((4-amino-7-methyl-5-(4-phenoxyphenyl)-7H-pyrrolo[2,3-d]pyrimidin-6-yl)ethynyl)azepan-1-yl)-4-morpholinobut-2-en-1-one NC=1C2=C(N=CN1)N(C(=C2C2=CC=C(C=C2)OC2=CC=CC=C2)C#CC2CCN(CCC2)C(\C=C\CN2CCOCC2)=O)C